CC1=CC=C(C=C1)S(=O)(=O)[O-].[NH+]1=CC=CC=C1 pyridinium 4-methylbenzenesulfonate